FC1=C(C(=C(C(=C1[B-](C1=C(C(=C(C(=C1F)F)F)F)F)(C1=C(C(=C(C(=C1F)F)F)F)F)C1=C(C(=C(C(=C1F)F)F)F)F)F)F)F)F.C(C)(=O)C1=CC=C(C=C1)C=1C=C(SC1)[S+](C=1SC=C(C1)C1=CC=C(C=C1)C(C)=O)C=1SC=C(C1)C1=CC=C(C=C1)C(C)=O tris[4-(4-acetylphenyl)-thiophenyl]-sulfonium tetrakis-(pentafluorophenyl)-borate